2-chloro-N,N-dimethyl-5-nitrobenzenesulfonamide ClC1=C(C=C(C=C1)[N+](=O)[O-])S(=O)(=O)N(C)C